FCCCN(CC[C@@H](C(=O)O)NC1=NC=NC2=C(C=CC=C12)OC)CCCCC1=NC=2NCCCC2C=C1 (S)-4-((3-fluoropropyl)(4-(5,6,7,8-tetrahydro-1,8-naphthyridin-2-yl)butyl)amino)-2-((8-methoxyquinazolin-4-yl)amino)butanoic acid